C(C)(C)(C)OC(=O)N1C[C@H]([C@@H](CC1)C1=CC=CC=2N(C(N(C21)C)=O)C2C(N(C(CC2)=O)CC2=CC=C(C=C2)OC)=O)F (3S,4S)-3-fluoro-4-[1-[1-[(4-methoxyphenyl)methyl]-2,6-dioxo-3-piperidinyl]-3-methyl-2-oxo-benzoimidazol-4-yl]piperidine-1-carboxylic acid tert-butyl ester